6-Diazo-2-(((1-(isobutyryloxy)ethoxy)carbonyl)amino)-5-oxohexanoic acid triethylammonium salt C(C)[NH+](CC)CC.[N+](=[N-])=CC(CCC(C(=O)[O-])NC(=O)OC(C)OC(C(C)C)=O)=O